2-(3-(trifluoromethyl)-2,3-dihydropyrrolo[3',2':5,6]pyrido[2,3-b][1,4]oxazin-1(6H)-yl)benzamide FC(C1CN(C2=C(O1)N=C1C(=C2)C=CN1)C1=C(C(=O)N)C=CC=C1)(F)F